rac-(1r,2r)-1-cyano-2-(difluoromethyl)cyclopropane-1-carboxylic acid C(#N)[C@@]1([C@@H](C1)C(F)F)C(=O)O |r|